tert-butyl 2-[1-[2-(2,6-dioxo-3-piperidyl)-1-oxo-isoindolin-5-yl]-4-piperidyl]-2,7-diazaspiro[3.5]nonane-7-carboxylate O=C1NC(CCC1N1C(C2=CC=C(C=C2C1)N1CCC(CC1)N1CC2(C1)CCN(CC2)C(=O)OC(C)(C)C)=O)=O